C1(CC1)S(=O)(=O)CC[C@H](C(F)(F)F)C=1C=CC(=NC1)N1N=CC(=C1)C1=C2C(=NC=C1)NC=N2 7-(1-(5-((S)-4-(cyclopropylsulfonyl)-1,1,1-trifluorobutan-2-yl)pyridin-2-yl)-1H-pyrazol-4-yl)-3H-imidazo[4,5-b]pyridine